C(C)C1CCCCC1 4-Ethylcyclohexane